3,3,3-trifluoro-1-propene FC(C=C)(F)F